(Ethyl-(tetrahydro-2H-pyran-4-yl)amino)-5-(isoindolin-2-yl)-2-methylbenzoic acid methyl ester COC(C1=C(C(=CC(=C1)N1CC2=CC=CC=C2C1)N(C1CCOCC1)CC)C)=O